6-[[3-[1-(trifluoromethyl)vinyl]-1,2,4-triazol-1-yl]methyl]-2-azaspiro[3.3]heptane-2-carboxylic acid tert-butyl ester C(C)(C)(C)OC(=O)N1CC2(C1)CC(C2)CN2N=C(N=C2)C(=C)C(F)(F)F